3-Cyclopropyl-3-(3-((1-(2-((4-(dodecyloxy)phenyl)(neopentyl)carbamoyl)-5-methoxyphenyl)piperidin-4-yl)methoxy)phenyl)propanoic acid C1(CC1)C(CC(=O)O)C1=CC(=CC=C1)OCC1CCN(CC1)C1=C(C=CC(=C1)OC)C(N(CC(C)(C)C)C1=CC=C(C=C1)OCCCCCCCCCCCC)=O